2-Fluoro-5-((6-fluoro-4-methyl-1H-indol-5-yl)oxy)benzonitrile FC1=C(C#N)C=C(C=C1)OC=1C(=C2C=CNC2=CC1F)C